FC=1C=C2C=C(NC2=CC1CCC1=NOC(=C1)C)CNC(=O)C1(CC1)C N-({5-fluoro-6-[2-(5-methyl-3-isoxazolyl)ethyl]-2-indolyl}methyl)1-methylcyclopropanecarboxamide